tert-Butyl 4-(6-[[(benzyloxy)carbonyl]amino]-5,6,7,8-tetrahydroquinolin-2-yl)piperazine-1-carboxylate C(C1=CC=CC=C1)OC(=O)NC1CC=2C=CC(=NC2CC1)N1CCN(CC1)C(=O)OC(C)(C)C